tri(p-tolyl) phosphite P(OC1=CC=C(C=C1)C)(OC1=CC=C(C=C1)C)OC1=CC=C(C=C1)C